(2R)-4-{[3-(difluoromethoxy)phenyl]methyl}-6,8-difluoro-2-methyl-7-nitro-2H-1,4-benzoxazin-3-one FC(OC=1C=C(C=CC1)CN1C([C@H](OC2=C1C=C(C(=C2F)[N+](=O)[O-])F)C)=O)F